2-chloro-4-(4-((7-ethyl-6-oxo-5,6-dihydro-1,5-naphthyridin-3-yl)methyl)piperazin-1-yl)-N-methylbenzamide ClC1=C(C(=O)NC)C=CC(=C1)N1CCN(CC1)CC=1C=NC=2C=C(C(NC2C1)=O)CC